6-amino-4-[(3-hydroxy-1-methylpropyl)amino]-1-methyl-quinazolin-2-one NC=1C=C2C(=NC(N(C2=CC1)C)=O)NC(CCO)C